(Z)-2-((2'-((3-(tert-butoxy)-3-oxoprop-1-en-1-yl)oxy)-[1,1'-biphenyl]-3-yl)methyl)-3-((N,N-dimethylsulfamoyl)amino)piperidine-1-carboxylate C(C)(C)(C)OC(\C=C/OC1=C(C=CC=C1)C1=CC(=CC=C1)CC1N(CCCC1NS(N(C)C)(=O)=O)C(=O)[O-])=O